5-(6-(4-((6-methoxypyridin-3-yl)oxy)piperidin-1-yl)-5-methylpyrimidin-4-yl)-2-oxa-5-azabicyclo[2.2.1]heptane COC1=CC=C(C=N1)OC1CCN(CC1)C1=C(C(=NC=N1)N1C2COC(C1)C2)C